6-bromo-5-methoxy-N1-methylbenzene-1,2-diamine BrC=1C(=CC=C(C1NC)N)OC